2-(2-(4-Bromo-benzyl)-3-{hydroxy-[1-(amino)-ethyl]-phosphinoyl}-propionylamino)-propionic acid benzyl ester C(C1=CC=CC=C1)OC(C(C)NC(C(CP(=O)(C(C)N)O)CC1=CC=C(C=C1)Br)=O)=O